C1(CC1)C1=C(C(=NO1)C1=C(C=CC=C1Cl)Cl)C=C1CC2(C1)CCN(CC2)C2=CC=C(C(=O)O)C=C2 4-(2-((5-cyclopropyl-3-(2,6-dichlorophenyl)isoxazol-4-yl)methylene)-7-azaspiro[3.5]non-7-yl)benzoic acid